1-(2-((3-fluorophenylethyl)amino)-7,8-dihydropyrido[4,3-d]pyrimidin-6(5H)yl)pentan-1-one FC=1C=C(C=CC1)CCNC=1N=CC2=C(N1)CCN(C2)C(CCCC)=O